BrC=1C=CC(=C(C1)S(=O)(=O)N1C[C@H]([C@@H](CC1)N1N=CC(=C(C1=O)Cl)Cl)F)OC(F)(F)F trans-2-[1-[5-bromo-2-(trifluoromethoxy)phenyl]sulfonyl-3-fluoro-4-piperidyl]-4,5-dichloro-pyridazin-3-one